(4-hydroxy-1-methoxy-7-(3,4,5-trimethylphenoxy)isoquinoline-3-carbonyl)glycine ethyl-2-chloro-4,6-dimethyl-pyrimidine-5-carboxylate C(C)N1C(N=C(C(=C1C)C(=O)O)C)Cl.OC1=C(N=C(C2=CC(=CC=C12)OC1=CC(=C(C(=C1)C)C)C)OC)C(=O)NCC(=O)O